O=CC1C(CCCC1)S(=O)(=O)[O-] 2-ketomethylcyclohexylsulfonate